5-(4-hydroxy-3-methoxyphenyl)-N-(pyridin-3-yl)furan-2-carboxamide OC1=C(C=C(C=C1)C1=CC=C(O1)C(=O)NC=1C=NC=CC1)OC